azetidin-3-ylmethanol, hydrochloride Cl.N1CC(C1)CO